3-(1-(2-bromo-5-methylphenoxy)cyclopropyl)propanal BrC1=C(OC2(CC2)CCC=O)C=C(C=C1)C